N-methyl-2-(2-((4-methylbenzyl)thio)acetyl)hydrazine-1-thiocarboxamide CNC(=S)NNC(CSCC1=CC=C(C=C1)C)=O